C1(CC1)OC=1C(=CC(=C(C(=O)OCC)C1)F)C(NS(=O)(=O)N1CCCC1)=O ethyl 5-cyclopropoxy-2-fluoro-4-((pyrrolidin-1-ylsulfonyl)carbamoyl)benzoate